7-(1-((5-(2-aminoethyl)oxazol-2-yl)oxy)ethyl)-3-(3-fluoro-4-((methylsulfonyl)methyl)phenyl)-1H-indole-2-carboxylic acid NCCC1=CN=C(O1)OC(C)C=1C=CC=C2C(=C(NC12)C(=O)O)C1=CC(=C(C=C1)CS(=O)(=O)C)F